S1N=CC(=C1)C1=C(C=C(C=C1)C1=NNC(OC1)=O)C(F)(F)F 5-[4-(1,2-thiazol-4-yl)-3-(trifluoromethyl)phenyl]-3,6-dihydro-2H-1,3,4-oxadiazin-2-one